4-(4-tolyl)-4,6,7,8-tetrahydro-2H-chromene-2,5(3H)-dione C1(=CC=C(C=C1)C1CC(OC=2CCCC(C12)=O)=O)C